C(C)(C)(C)OC(=O)N1CCN([C@H]2CC[C@H]12)C=1C(C=2C(N(C1CC)CC(=O)O)=NN(N2)C2=CC(=NC=C2)OC)=O {6-[(1S,6S)-5-(tert-butoxycarbonyl)-2,5-diazabicyclo[4.2.0]octan-2-yl]-5-ethyl-2-(2-methoxypyridin-4-yl)-7-oxo-[1,2,3]triazolo[4,5-b]pyridin-4-yl}acetic acid